1-methyl-3-(3-(methylcarbamoyl)-1H-indazol-6-yl)-1H-pyrazole-5-carboxylic acid CN1N=C(C=C1C(=O)O)C1=CC=C2C(=NNC2=C1)C(NC)=O